N1=C(N=CC=C1)C1(CC1)C#N 1-pyrimidin-2-ylcyclopropanecarbonitrile